5-trifluoromethylisoindoline hydrochloride Cl.FC(C=1C=C2CNCC2=CC1)(F)F